[5-(2-{1-oxa-4-azaspiro[5.6]dodecan-4-yl}-7-azaspiro[3.5]nonane-7-carbonyl)furan-2-yl]methanol O1CCN(CC12CCCCCC2)C2CC1(C2)CCN(CC1)C(=O)C1=CC=C(O1)CO